1-(5-methanesulfonamido-1H-indol-2-yl-carbonyl)-4-[3-(1-methylethyl-amino)pyridinyl]piperazine CS(=O)(=O)NC=1C=C2C=C(NC2=CC1)C(=O)N1CCN(CC1)C1=NC=CC=C1NC(C)C